1-(8-bromopyrido[2,3-e][1,2,4]triazolo[4,3-a]pyrazin-4-yl)-N-methylazetidin-3-amine bisulfate S(O)(O)(=O)=O.BrC1=CC2=C(N=C(C=3N2C=NN3)N3CC(C3)NC)N=C1